3-phosphobutanol P(=O)(=O)C(CCO)C